C1(CC1)C=1N=CN(C1)C1CC2(CN(C2)C(=O)N2C[C@@H]3[C@H](C2)CC(C3)OC3=C(C=C(C=C3)F)Cl)C1 |r| [6-(4-cyclopropylimidazol-1-yl)-2-azaspiro[3.3]heptan-2-yl]-[rac-(3aR,6aS)-5-(2-chloro-4-fluoro-phenoxy)-3,3a,4,5,6,6a-hexahydro-1H-cyclopenta[c]pyrrol-2-yl]methanone